2-(4-Chloro-3-methoxy-1-methyl-1H-pyrazol-5-yl)-7-fluoro-4-isopropylquinolin ClC=1C(=NN(C1C1=NC2=CC(=CC=C2C(=C1)C(C)C)F)C)OC